(S)-4-hydroxy-4-methylpentan-2-yl hydrogen ((R)-3-hydroxy-2-(5-(4-methoxy-3-propoxyphenyl) pyridin-3-yl) propyl) borate B(O[C@@H](C)CC(C)(C)O)(O)OC[C@@H](CO)C=1C=NC=C(C1)C1=CC(=C(C=C1)OC)OCCC